ClC=1C=CC=2N=C(N=CC2N1)C(=O)OCC ethyl 6-chloropyrido[3,2-d]pyrimidine-2-carboxylate